O1CCC(CC1)C1=NN=C2N1CCNC2 3-(tetrahydro-2H-pyran-4-yl)-5,6,7,8-tetrahydro-[1,2,4]triazolo[4,3-a]pyrazine